C(C=C)(=O)OCCOC(C=1C(C(=O)O)=CC=CC1)=O phthalic acid mono(2-acryloyloxyethyl) ester